ethylparaben (ethyl para-hydroxybenzoate) C(C)C1=C(C(=O)O)C=CC(=C1)O.C(C)OC(=O)C1=CC=C(O)C=C1